N1CCC2=C3C(=CC=C12)C=C1C2=CC4=C(C=5CC=NC5C=C4)C=C2CCC1=C3 1,2,3,5,6,8-hexahydrophenanthro[2,3-e:7,6-e']diindole